1-fluoro-4-(prop-1-en-2-yl)benzene FC1=CC=C(C=C1)C(=C)C